2-(3-(1-methyl-1H-pyrazol-4-yl)isoquinolin-8-yl)benzo[d]oxazole-4-carboxylic acid methyl ester COC(=O)C=1C=CC=C2C1N=C(O2)C=2C=CC=C1C=C(N=CC21)C=2C=NN(C2)C